ClC1=NC=C(C(=N1)C1=CNC2=CC(=CC=C12)C(=O)NC=1C(=NOC1C)C)C(F)(F)F 3-(2-chloro-5-(trifluoromethyl)pyrimidin-4-yl)-N-(3,5-dimethylisoxazol-4-yl)-1H-indole-6-carboxamide